CCCC(=CCCC)C=1C(N(C=CC1)C1=CC=CC=C1)=O 3-(oct-4-en-4-yl)-1-phenylpyridin-2(1H)-one